ClC=1C=C(C=C(C1)Cl)N1CCN(CC1)S(=O)(=O)C1=CC=C(C=C1)NC(C1=C(C=CC=C1)N1N=NN=C1)=O N-(4-((4-(3,5-Dichlorophenyl)piperazin-1-yl)sulfonyl)phenyl)-2-(1H-tetrazol-1-yl)benzamide